2-(2-((2-Methyl-5-(6-((4-methylpiperazin-1-yl)sulfonyl)pyridin-3-yl)phenyl)(propyl)amino)thiazol-4-yl)pyrimidine-4,6-diamine CC1=C(C=C(C=C1)C=1C=NC(=CC1)S(=O)(=O)N1CCN(CC1)C)N(C=1SC=C(N1)C1=NC(=CC(=N1)N)N)CCC